[Ca+2].C(C=1C(O)=CC=CC1)(=O)[O-].C(C=1C(O)=CC=CC1)(=O)[O-] Salicylic acid calcium salt